N-[4-[(E)-3-[4-[2-Hydroxyethyl(methyl)amino]phenyl]prop-2-enoyl]phenyl]decanamide OCCN(C1=CC=C(C=C1)/C=C/C(=O)C1=CC=C(C=C1)NC(CCCCCCCCC)=O)C